2-(4-(6-(4-chloro-2-fluorobenzyloxy)pyridin-2-yl)-2-fluorobenzyl)-1-(thiophen-2-ylmethyl)-1H-benzo[d]imidazole-6-carboxylic acid ClC1=CC(=C(COC2=CC=CC(=N2)C2=CC(=C(CC3=NC4=C(N3CC=3SC=CC3)C=C(C=C4)C(=O)O)C=C2)F)C=C1)F